C(C)C1=C(C=CC(=N1)N)C=1C=CC=C2C=CC(=NC12)C=1C=CC=2N(C1)C=CN2 6-ethyl-5-(2-(imidazo[1,2-a]pyridin-6-yl)quinolin-8-yl)pyridin-2-amine